(3S)-N-((1R)-2-((4-tert-butyl-3-fluorophenyl)amino)-1-(4,4-difluorocyclohexyl)-2-oxoethyl)-5-oxopyrrolidine-3-carboxamide C(C)(C)(C)C1=C(C=C(C=C1)NC([C@@H](C1CCC(CC1)(F)F)NC(=O)[C@@H]1CNC(C1)=O)=O)F